1-benzyl-3-cyclohexyl-indole C(C1=CC=CC=C1)N1C=C(C2=CC=CC=C12)C1CCCCC1